ClC=1C=C(C=C(C1OC=1C=C2CCN(C(C2=CC1)=O)CO)Cl)N1N=C(C(NC1=O)=O)C#N 2-(3,5-dichloro-4-((2-(hydroxymethyl)-1-oxo-1,2,3,4-tetrahydroisoquinolin-6-yl)oxy)phenyl)-3,5-dioxo-2,3,4,5-tetrahydro-1,2,4-triazine-6-carbonitrile